2-(4-trifluoromethylphenyloxy)benzoic acid FC(C1=CC=C(C=C1)OC1=C(C(=O)O)C=CC=C1)(F)F